COC1=C(C=C(C=N1)OC(NC)=O)CC(N1CCCC1)=O (6-Methoxy-5-(2-oxo-2-(pyrrolidin-1-yl)ethyl)pyridin-3-yl)(methyl)carbamate